2-bromo-4-iodo-1-(methoxymethoxy)benzene BrC1=C(C=CC(=C1)I)OCOC